2-(chloromethyl)-1,5-naphthyridine-3-carboxylic acid ethyl ester C(C)OC(=O)C=1C(=NC2=CC=CN=C2C1)CCl